C(C)(C)(C)OC(NC1=CC=C(C=C1)S(=O)(=O)Cl)=O.COC1=CC=C(C=C1)S(=S(=O)(O)O)S(=O)(=O)C1=CC=CC=C1.BrC=1C=C2C(=NC=NC2=CC1)N1CCOCC1 4-(6-bromoquinazolin-4-yl)morpholine S-(4-methoxyphenyl)benzenesulfonyl-thiosulfate tert-butyl-N-(4-chlorosulfonylphenyl)carbamate